C(C1=CC=CC=C1)[NH-] N-benzylamide